6-(3-amino-2,6-difluorophenyl)-8-methyl-2-(methylsulfanyl)pyrimido[4,5-d]pyridazin-5(6H)-one NC=1C(=C(C(=CC1)F)N1N=C(C2=C(C1=O)C=NC(=N2)SC)C)F